OC(C(C(=O)O)C)(C)C 3-hydroxy-2,3-dimethylbutyric acid